N(=C=O)C1=CC(=C(C=C1)NC(C=C)=O)C N-(4-isocyanato-2-methylphenyl)acrylamide